N,N-Dipropyl-N,N-dihexylammonium bis(trifluoromethanesulfonyl)imide [N-](S(=O)(=O)C(F)(F)F)S(=O)(=O)C(F)(F)F.C(CC)[N+](CCCCCC)(CCCCCC)CCC